S-ethyl 2-((((9H-fluoren-9-yl)methoxy)carbonyl)glycyl)-1-benzylhydrazine-1-carbothioate C1=CC=CC=2C3=CC=CC=C3C(C12)COC(=O)NCC(=O)NN(C(SCC)=O)CC1=CC=CC=C1